FC=1C=C2/C(/C(NC2=CC1)=O)=C/C1=C(C(=CN1)NC(CCN1CCCCC1)=O)C (Z)-N-(5-((5-fluoro-2-oxoindol-3-ylidene)methyl)-4-methyl-1H-pyrrol-3-yl)-3-(piperidin-1-yl)propionamide